1-[2-(aminomethyl)-3,3-difluoro-allyl]-4-[[5-(4-methylsulfonylphenyl)-2-thienyl]methyl]tetrazol-5-one NCC(CN1N=NN(C1=O)CC=1SC(=CC1)C1=CC=C(C=C1)S(=O)(=O)C)=C(F)F